bis(methyl)tetraethylene glycol dihexanoate tellurium [Te].C(CCCCC)(=O)OC(COCCOCCOCCOC(CCCCC)=O)(C)C